2-(3,3-dimethylpentanamido)butanoic acid CC(CC(=O)NC(C(=O)O)CC)(CC)C